ClC=1C(=C(C=CC1)S(=O)(=O)Cl)C1=CC=NO1 chloro-2-(isoxazol-5-yl)benzene-1-sulfonyl chloride